[C+4].C(C=1C(C(=O)[O-])=CC=CC1)(=O)[O-].C(C=1C(C(=O)[O-])=CC=CC1)(=O)[O-].C(C=1C(C(=O)[O-])=CC=CC1)(=O)[O-].C(C=1C(C(=O)[O-])=CC=CC1)(=O)[O-].[C+4] tetraphthalate carbon